(S)-12-(5-(3-Bromoimidazo[1,2-a]pyridin-7-yl)-1H-imidazol-2-yl)-7-chloro-8-fluoro-13,14-dihydro-2H-spiro[benzo[5,6]azocino[4,3-g]indolizine-3,1'-cyclopropane]-1,10(4H,12H)-dione BrC1=CN=C2N1C=CC(=C2)C2=CN=C(N2)C2CN1C(CC3(CC3)[C@H]1C1=C2C=2C(=C(C=NC1)Cl)C(=CC(C2)=O)F)=O